3-[(4-fluorophenyl)methoxy]pyridin-2-amine FC1=CC=C(C=C1)COC=1C(=NC=CC1)N